NC=1C(=C(C=C2C=C(N=CC12)NC(=O)C1C(C1C)C1=CN=CN1)C=1C=NC=CC1C)F trans-N-(8-amino-7-fluoro-6-(4-methylpyridin-3-yl)isoquinolin-3-yl)-2-(1H-imidazol-5-yl)-3-methylcyclopropane-1-carboxamide